1,3-bis(hydroxy-methyl)-5,5-dimethylimidazolidin-2,4-dione OCN1C(N(C(C1(C)C)=O)CO)=O